2-Phenyl-N-(quinolin-2-yl)quinazolin-4-amine C1(=CC=CC=C1)C1=NC2=CC=CC=C2C(=N1)NC1=NC2=CC=CC=C2C=C1